2-fluoro-N-methylethan-1-amine hydrochloride salt Cl.FCCNC